C(C1=CC=CC=C1)OC1CCCOC2=C(C(=CC(COCCOCCN(CC1)C)=C2)OC)OC 6-(benzyloxy)-19,20-dimethoxy-9-methyl-2,12,15-trioxa-9-azabicyclo[15.3.1]henicosa-1(20),17(21),18-triene